[Zn].[Pb].[Cu].[Mn] manganese-copper-lead-zinc